N-(5-(4-(4-((dimethylamino)methyl)-3-isopropyl-1H-pyrazol-1-yl)-5-methylpyrimidin-2-ylamino)-4-methoxy-2-morpholinophenyl)acrylamide CN(C)CC=1C(=NN(C1)C1=NC(=NC=C1C)NC=1C(=CC(=C(C1)NC(C=C)=O)N1CCOCC1)OC)C(C)C